N[C@@H]1[C@@H](OCC12CCN(CC2)C2=C(C(N(C(=N2)C)C2=C(C(=CC=C2)Cl)Cl)=O)C)C 6-((3S,4S)-4-amino-3-methyl-2-oxa-8-azaspiro[4.5]dec-8-yl)-3-(Ra)-(2,3-dichlorophenyl)-2,5-dimethylpyrimidin-4(3H)-one